3,5-di-tert-butyl-4-hydroxybenzenemethacrylate C(C)(C)(C)C=1C=C(C=C(C1O)C(C)(C)C)CC(C(=O)[O-])=C